C(#N)C=1C=NN(C1)C=1C=NC=CN1 3-(4-cyano-1H-pyrazol-1-yl)pyrazin